BrCC1(COC1)CNC=1C(=CC(=CC1)NC1=C(C=C(C=C1)F)Cl)C1=CC=CC=C1 N2-((3-(bromomethyl)oxetan-3-yl)methyl)-N5-(2-chloro-4-fluorophenyl)biphenyl-2,5-diamine